N[C@H]1C[C@@H](CC1)NC=1C=CNC1 4-(((1R,3R)-3-aminocyclopentyl)amino)-1H-pyrrol